6-Fluoro-N-methyl-5-(4-((7-methyl-6-oxo-5,6-dihydro-2H-pyrano[3,2-b]pyridin-3-yl)methyl)piperazin-1-yl)picolinamide FC1=C(C=CC(=N1)C(=O)NC)N1CCN(CC1)CC1=CC=2NC(C(=CC2OC1)C)=O